CC1(OB(OC1(C)C)C=1C=C2C3=C(C(NC3=CC=C2)=O)C1)C 4-(4,4,5,5-Tetramethyl-1,3,2-dioxaborolan-2-yl)benzo[cd]indol-2(1H)-one